C(#N)C=1C(=CC(=C(C(=O)OC)C1)NC1=C(C=C(C=C1)F)C)C(F)(F)F methyl 5-cyano-2-((4-fluoro-2-meth-ylphenyl)amino)-4-(trifluoromethyl)-benzoate